6-Chloro-4-[(2S,5R)-2,5-dimethyl-4-prop-2-enoyl-piperazin-1-yl]-7-(2-fluorophenyl)-1-(3-isopropyl-5-methyl-4-pyridyl)pyrido[2,3-d]pyrimidin-2-one ClC1=CC2=C(N(C(N=C2N2[C@H](CN([C@@H](C2)C)C(C=C)=O)C)=O)C2=C(C=NC=C2C)C(C)C)N=C1C1=C(C=CC=C1)F